CC1(CC(=NO1)SCOC1=C(C(=C(C(=C1F)F)F)F)F)C 5,5-dimethyl-3-(((perfluorophenoxy)methyl)thio)-4,5-dihydroisoxazole